F[13C]([13C](=O)O)(C(C(C(C(F)(F)F)(F)F)(F)F)(F)F)F perfluorohexanoic acid-13C2